3-(5-(1,3,4-oxadiazol-2-yl)pyridin-3-yl)-4-(trifluoromethoxy)phenyl(4-methylcyclohexyl)carbamate O1C(=NN=C1)C=1C=C(C=NC1)C=1C=C(C=CC1OC(F)(F)F)N(C([O-])=O)C1CCC(CC1)C